7-bromo-2-(4-(tert-butyl)phenyl)thieno[2,3-c]pyridine BrC=1N=CC=C2C1SC(=C2)C2=CC=C(C=C2)C(C)(C)C